CS(=O)(=O)OC1CC(C1)C#N 3-Cyanocyclobutyl Methanesulfonate